N-(2-chlorophenyl)-2-(ethyl((7-fluoro-4-oxo-3,4-dihydroquinazolin-2-yl)methyl)amino)-N-methylacetamide ClC1=C(C=CC=C1)N(C(CN(CC1=NC2=CC(=CC=C2C(N1)=O)F)CC)=O)C